3-trifluoromethyl-4-(2H-1,2,3-triazol-2-yl)aniline FC(C=1C=C(N)C=CC1N1N=CC=N1)(F)F